4-[5-[(1S)-2-amino-1-hydroxyethyl]pyridin-2-yl]-3-(5-ethoxy-2-methylpyrazol-3-yl)oxybenzonitrile NC[C@@H](O)C=1C=CC(=NC1)C1=C(C=C(C#N)C=C1)OC=1N(N=C(C1)OCC)C